1-(3-chlorophenyl)-2-hydroxyethyl-1H-imidazole-4-amide ClC=1C=C(C=CC1)C(CO)N1C=NC(=C1)C(=O)N